2-[4-[4-[(E)-2-(2-Amino-4-pyridyl)vinyl]pyrimidin-2-yl]pyrimidin-2-yl]-N-ethyl-isoindoline-5-carboxamide NC1=NC=CC(=C1)/C=C/C1=NC(=NC=C1)C1=NC(=NC=C1)N1CC2=CC=C(C=C2C1)C(=O)NCC